[Hg].[Cu].[Au].C(C)N(CC(=O)C1=CNC2=C1C(=NC=C2)OC)CC 2-(diethylamino)-1-(4-methoxy-1H-pyrrolo[3,2-c]pyridin-3-yl)ethan-1-one gold-copper mercury